N[C@@H]1C(N(C2=C(OC1)C=CC(=C2)CCC(=O)OCC)C)=O ethyl (S)-3-(3-amino-5-methyl-4-oxo-2,3,4,5-tetrahydrobenzo[b][1,4]oxazepin-7-yl)propanoate